ClC1=CC(=C(C=C1)NC1=CC2=C(C=N1)N(C(N2C2=CC=C(C=C2)C(C#N)(C)C)=O)C)C 2-(4-(6-((4-Chloro-2-methylphenyl)amino)-3-methyl-2-oxo-2,3-dihydro-1H-imidazo[4,5-c]pyridin-1-yl)phenyl)-2-methylpropanenitrile